2,5-diketopiperazine-N,N'-diacetic acid O=C1N(CC(N(C1)CC(=O)O)=O)CC(=O)O